C1(CC1)C(C)(C)NC1=NC(=NC=C1C(=O)N)NC1CCC(CC1)OCC(F)(F)F 4-(2-cyclopropylpropan-2-ylamino)-2-((1r,4r)-4-(2,2,2-trifluoroethoxy)cyclohexylamino)pyrimidine-5-carboxamide